C(C1=CC=CC=C1)NC(=O)OC=1C=CC(=C(C1)C=1C=C(C=NC1)C=1N(C=CC1)C(=O)OC(C)(C)C)OC tert-butyl 2-(5-(5-((benzylcarbamoyl)oxy)-2-methoxyphenyl)pyridin-3-yl)-1H-pyrrole-1-carboxylate